beta-carotenate C([C@@]1(C)CCCC(C)=C1\C=C\C(\C)=C\C=C\C(\C)=C\C=C\C=C(/C)\C=C\C=C(/C)\C=C\C1=C(C)CCCC1(C)C)(=O)[O-]